C(C)OC(=O)[C@@](C#CCCC[C@@H](C)OC(C1=CC=CC=C1)=O)(C(F)(F)F)O (2R,8S)-8-(ethoxycarbonyl)-9,9,9-trifluoro-8-hydroxynon-6-yn-2-ylbenzoate